N1-(3-chloro-5-fluorophenyl)-5-fluoro-2-methylbenzene-1,3-diamine ClC=1C=C(C=C(C1)F)NC1=C(C(=CC(=C1)F)N)C